1-(cyclobutyl(dodecanoyloxy)methyl)-5-(4-(hexyloxy)-1,2,5-thiadiazol-3-yl)-1-methyl-1,2,3,6-tetrahydropyridin-1-ium iodide [I-].C1(CCC1)C([N+]1(CCC=C(C1)C1=NSN=C1OCCCCCC)C)OC(CCCCCCCCCCC)=O